CC1=CC=C(C=C1)S(=O)(=O)OCCOCCOCCCCOCC1=CC=CC=C1 2-[2-[4-(benzyloxy)butoxy]ethoxy]ethyl 4-methylbenzene-1-sulfonate